C(C)(C)(C)OC(=O)NC1=C(C=C(C=C1)C1=CC=C(C=C1)F)NC(=O)C=1SC2=C(C1)C=C(C=C2)S(=NC(OC(C)(C)C)=O)(=O)C tert-butyl N-[[2-[[2-(tert-butoxycarbonylamino)-5-(4-fluorophenyl)phenyl]carbamoyl]benzothiophen-5-yl]-methyl-oxo-sulfanylidene]carbamate